1,5-anhydro-2,3-dideoxy-3-(6-(3-fluoro-4-((2-(2-oxopyrrolidin-1-yl)ethyl)carbamoyl)benzyl)-7,8-dimethyl-4-oxoquinazolin-3(4H)-yl)-L-threo-pentitol FC=1C=C(CC=2C=C3C(N(C=NC3=C(C2C)C)[C@H]2CCOC[C@@H]2O)=O)C=CC1C(NCCN1C(CCC1)=O)=O